3-(4-{4-[4-(morpholinomethyl)benzyloxy]thiophen-3-yl}-1H-1,2,3-triazol-1-yl)piperidine-2,6-dione methanesulfonate CS(=O)(=O)O.O1CCN(CC1)CC1=CC=C(COC=2C(=CSC2)C=2N=NN(C2)C2C(NC(CC2)=O)=O)C=C1